CN1C(C(CCC1)CC=O)=O 2-(1-methyl-2-oxopiperidin-3-yl)acetaldehyde